P(=O)(OCCCC)(OCCCC)OCCCOP(=O)(OCCCC)OCCCC Tetrabutyl propane-1,3-diyl bisphosphate